O1CCC(=CC1)C1=NC(=CC(=N1)C=O)C 2-(3,6-dihydro-2H-pyran-4-yl)-6-methylpyrimidin-4-carbaldehyde